1-((3-Cyanophenyl)sulfonyl)-5-cyclohexylpiperidine-3-carboxylic acid C(#N)C=1C=C(C=CC1)S(=O)(=O)N1CC(CC(C1)C1CCCCC1)C(=O)O